N-benzyl-N-(bis(4-(tributylsilyl)phenyl)phosphaneyl)-1-(4-(tributylsilyl)phenyl)-1-(2-(trimethylsilyl)phenyl)phosphanamine C(C1=CC=CC=C1)N(P(C1=C(C=CC=C1)[Si](C)(C)C)C1=CC=C(C=C1)[Si](CCCC)(CCCC)CCCC)P(C1=CC=C(C=C1)[Si](CCCC)(CCCC)CCCC)C1=CC=C(C=C1)[Si](CCCC)(CCCC)CCCC